NC=1C=C(C=C(C1)C(F)(F)F)[C@@H](C)NC1=NN(C(C2=CC=C(C=C12)C1CN(CCC1)C(=O)[O-])=O)C 3-(4-(((R)-1-(3-amino-5-(trifluoromethyl)phenyl)ethyl)amino)-2-methyl-1-oxo-1,2-Dihydrophthalazin-6-yl)piperidine-1-carboxylate